sodium xylensulfonate C1(C(C=CC=C1)C)(C)S(=O)(=O)[O-].[Na+]